N-(4-((2-oxabicyclo[2.1.1]hexan-4-yl)methoxy)-3-chloro-2-fluorophenyl)-6-((1S,4S)-2,5-diazabicyclo[2.2.1]heptan-2-yl)pyrido[3,2-d]pyrimidin-4-amine C12OCC(C1)(C2)COC2=C(C(=C(C=C2)NC=2C1=C(N=CN2)C=CC(=N1)N1[C@@H]2CN[C@H](C1)C2)F)Cl